FC=1C=C(C(=NC1C1COC1)OC)N [5-fluoro-2-methoxy-6-(oxetan-3-yl)-3-pyridyl]amine